C(=CCCC=CCC)CCCC(O)=O 5-oct-1,5-dienyl-oxapentan-2-one